CN(C1COCOC1)C 5-dimethylamino-1,3-dioxan